C(C)(C)OC(=O)N1[C@H](CN(CC1)CC1=C(C(=CC(=C1)Cl)NC=1OC(=NN1)C1COC1)C)C (2S)-4-[[5-chloro-2-methyl-3-[[5-(oxetan-3-yl)-1,3,4-oxadiazol-2-yl]amino]phenyl]methyl]-2-methyl-piperazine-1-carboxylic acid isopropyl ester